5-amino-7-chloro-2-(p-tolyl)benzoxazole-6-carboxylic acid ethyl ester C(C)OC(=O)C1=C(C2=C(N=C(O2)C2=CC=C(C=C2)C)C=C1N)Cl